ClC1=NC=2C(CCCC2C=C1C#N)O 2-Chloro-8-hydroxy-5,6,7,8-tetrahydroquinoline-3-carbonitrile